FC=1C=C2C(C=C(OC2=CC1)C(=O)NCC1OCCCC1)=O 6-fluoro-4-oxo-N-(tetrahydropyran-2-ylmethyl)chromene-2-carboxamide